CC1=C(C(=O)P(C2=CC=CC=C2)(C(C2=C(C=C(C=C2C)C)C)=O)=O)C(=CC(=C1)C)C Bis(2,4,6-trimethylbenzoyl)-phenylphosphin oxide